2-{3-[(3S)-3-tert-butylpiperazin-1-yl]-1,2,4-triazin-6-yl}-5-{6-[(2H3)methyloxy]pyrimidin-4-yl}phenol C(C)(C)(C)[C@H]1CN(CCN1)C=1N=NC(=CN1)C1=C(C=C(C=C1)C1=NC=NC(=C1)OC([2H])([2H])[2H])O